(S)-2-(1-aminoethyl)-6-fluoro-5-((1-methyl-1H-pyrazol-4-yl)ethynyl)-3-phenylquinazoline NC(C)[C@@H]1N=C2C=CC(=C(C2=CN1C1=CC=CC=C1)C#CC=1C=NN(C1)C)F